ClC1=CC=C(C=C1)C1=N[C@H](C=2N(C3=C1C(=C(S3)C)C)C(=NN2)C)CC(=O)NCC(=O)OC(C)(C)C tert-Butyl (S)-(2-(4-(4-chlorophenyl)-2,3,9-trimethyl-6H-thieno[3,2-f][1,2,4]triazolo[4,3-a][1,4]diazepin-6-yl)acetyl)glycinate